5,6-difluoro-N-methyl-N-((1S)-4,8,9-trifluoro-6-oxo-1,4,5,6-tetrahydro-2H-pyrano[3,4-c]isoquinolin-1-yl)-1H-indole-2-carboxamide FC=1C=C2C=C(NC2=CC1F)C(=O)N([C@@H]1COC(C=2NC(C=3C=C(C(=CC3C21)F)F)=O)F)C